[Na+].C(CC)S(=O)(=O)[O-] 1-propanesulfonic acid sodium salt